C(C)(=O)N(C([C@H](C)OC1=CC=C(C=C1)Cl)=O)OCC1CN(CC1)C(C)=O (2S)-N-acetyl-N-[(1-acetylpyrrolidin-3-yl)methoxy]-2-(4-chlorophenoxy)propanamide